CN(CCCC=1SC(=CN1)C(=O)O)C 2-(3-(dimethylamino)propyl)thiazole-5-carboxylic acid